FC1=C(C=CC(=C1)F)[C@](C)(O)C=1C=NC(=NC1)C=1CCN(CC1)C1=NC=NN2C1=CC(=C2)C=2C=NN(C2)C (R)-1-(2,4-difluorophenyl)-1-(2-(1-(6-(1-methyl-1H-pyrazol-4-yl)pyrrolo[2,1-f][1,2,4]triazin-4-yl)-1,2,3,6-tetrahydropyridin-4-yl)pyrimidin-5-yl)ethan-1-ol